O=S1(C2=C(C=C1)C=CC(=C2)NC(CC2=CC1=CC=CC=C1C=C2)=O)=O N-(1,1-dioxidobenzo[b]thiophen-6-yl)-2-(naphthalen-2-yl)acetamide